Cl.O[C@@H](C[N+](C)(C)C)CC([O-])=O L-carnitine-HCl